OC12CC3(CC(CC(C1)C3)(C2)C(=O)O)C(=O)O 5-hydroxy-1,3-adamantanedicarboxylic acid